potassium chlorogold Cl[Au].[K]